ethyl 2-amino-5-bromo-pyridine-3-carboxylate NC1=NC=C(C=C1C(=O)OCC)Br